(2S)-3-(2-chloro-5-iodophenyl)-2-(9H-fluoren-9-ylmethoxycarbonylamino)propionic acid ClC1=C(C=C(C=C1)I)C[C@@H](C(=O)O)NC(=O)OCC1C2=CC=CC=C2C=2C=CC=CC12